(3,4-ethylenedioxythiophen-2-yl)trimethylstannane C1OC2=C(SC=C2OC1)[Sn](C)(C)C